3-[(1-acetylpiperidin-4-yl)oxy]-5-(5-methyl-1,3-thiazol-2-yl)-N-{(1R)-1-[2-(trifluoromethyl)pyrimidin-5-yl]ethyl}benzamide 4-hydroxyphenylacetate OC1=CC=C(C=C1)CC(=O)O.C(C)(=O)N1CCC(CC1)OC=1C=C(C(=O)N[C@H](C)C=2C=NC(=NC2)C(F)(F)F)C=C(C1)C=1SC(=CN1)C